COC1=CC=C(C=C1)C1=NN(C(C=C1)=O)CC(=O)NCC1=NC=CC=C1 2-(3-(4-methoxyphenyl)-6-oxopyridazin-1(6H)-yl)-N-(pyridin-2-ylmethyl)acetamide